ClC=1C(=C(C(N(N1)C)=O)C1=C(C=CC2=CC=C(C=C12)Cl)C)O 6-chloro-4-(2-methyl-7-chloro-1-naphthyl)-5-hydroxy-2-methyl-pyridazin-3-one